COC(=O)C1(CCCC1)CC1=CC(=CC=C1)C 4-(methoxycarbonyl)-4-(3-methylbenzyl)cyclopentane